(S)-4-(5-(3,5-dimethylisoxazol-4-yl)-1-(1-(pyridin-2-yl)ethyl)-1H-pyrrolo[2,3-b]pyridin-3-yl)-3,5-dimethoxybenzoic acid CC1=NOC(=C1C=1C=C2C(=NC1)N(C=C2C2=C(C=C(C(=O)O)C=C2OC)OC)[C@@H](C)C2=NC=CC=C2)C